2-acrylamido-2-methylpropanesulfonic acid ammonium salt [NH4+].C(C=C)(=O)NC(CS(=O)(=O)[O-])(C)C